2-bromo-8-fluoroindolo[2,1-b]quinazolin BrC1=CC2=CN3C(N=C2C=C1)=CC1=CC(=CC=C13)F